Cl.C1(CC1)C=1C=C(C(=NC1)N1CCNCC1)C 1-(5-cyclopropyl-3-methylpyridin-2-yl)piperazine-hydrochloride